C1=CC2=C(C(=C1)I)C(=C(C(=O)N2)O)I Diiodohydroxyquinolone